C(C)(C)(C)[P] mono-tert-butyl-phosphorus